N-(2-(2,6-dioxo-piperidin-3-yl)-1-oxoisoindolin-5-yl)-4-methoxy-benzenesulfonamide O=C1NC(CCC1N1C(C2=CC=C(C=C2C1)NS(=O)(=O)C1=CC=C(C=C1)OC)=O)=O